2-(3-bromophenyl)-1,6-dimethyl-5-nitro-1H-indazol-3(2H)-one BrC=1C=C(C=CC1)N1N(C2=CC(=C(C=C2C1=O)[N+](=O)[O-])C)C